4-methoxy-2-(4,4,5,5-tetramethyl-1,3,2-dioxaborolan-2-yl)benzonitrile COC1=CC(=C(C#N)C=C1)B1OC(C(O1)(C)C)(C)C